1-[6-[5-[(6-methylpyridazin-3-yl)amino]benzimidazol-1-yl]-2-[3-(trifluoromethyl)-4,5,6,7-tetrahydropyrazolo[4,3-c]pyridin-1-yl]-3-pyridyl]ethanone CC1=CC=C(N=N1)NC1=CC2=C(N(C=N2)C2=CC=C(C(=N2)N2N=C(C=3CNCCC32)C(F)(F)F)C(C)=O)C=C1